FC1(CCC(CC1)N1C[C@@H]([C@H](CC1)NC(=O)C1=CC(=CC=2N(C=NC21)CC(F)(F)F)C#CCNC=2C(OC)=CC(=C(C2)C(NC)=O)F)C)F N-[(3S,4S)-1-(4,4-difluorocyclohexyl)-3-methyl-4-piperidyl]-6-{3-[4-(N-methylcarbamoyl)-5-fluoro-2-anisidino]-1-propynyl}-1-(2,2,2-trifluoroethyl)-1H-1,3-benzimidazole-4-carboxamide